3-(2,4,5-trifluorophenoxy)azetidine-1-carboxylic acid tert-butyl ester C(C)(C)(C)OC(=O)N1CC(C1)OC1=C(C=C(C(=C1)F)F)F